2-(pyrazin-2-yl)thiazol N1=C(C=NC=C1)C=1SC=CN1